3-methylbutyl pentanoate C(CCCC)(=O)OCCC(C)C